6-(4-Fluorophenyl)-8-methoxy-N-(2-methyl-1-(3-methyl-1,2,4-oxadiazol-5-yl)propyl)quinazolin-4-amine FC1=CC=C(C=C1)C=1C=C2C(=NC=NC2=C(C1)OC)NC(C(C)C)C1=NC(=NO1)C